1-octadecanoyl-2-(12Z-octadecenoyl)-sn-glycero-3-phosphocholine CCCCCCCCCCCCCCCCCC(=O)OC[C@H](COP(=O)([O-])OCC[N+](C)(C)C)OC(=O)CCCCCCCCCC/C=C\CCCCC